IC1=NN(C2=C1C(=NC=C2)N)C(C)C 3-iodo-1-isopropyl-1H-pyrazolo[4,3-c]Pyridin-4-amine